2-ethoxy-4-(1-Methyl-1H-pyrazol-4-yl)aniline C(C)OC1=C(N)C=CC(=C1)C=1C=NN(C1)C